1-hydroxypropane sodium [Na].OCCC